1,3,5-tri(4-formylpyridin-5-yl)benzene C(=O)C1=CC=NC=C1C1=CC(=CC(=C1)C=1C(=CC=NC1)C=O)C=1C(=CC=NC1)C=O